2-(3,4-dichlorophenyl)-2-({4-[(2-imino-2,3-dihydro-1,3-oxazol-3-yl)methyl]-1H-1,3-benzodiazol-2-yl}amino)propyl 2,2-dimethylpropanoate CC(C(=O)OCC(C)(NC1=NC2=C(N1)C=CC=C2CN2C(OC=C2)=N)C2=CC(=C(C=C2)Cl)Cl)(C)C